N-Benzyl-1,2-ethandiamin C(C1=CC=CC=C1)NCCN